1-(2,2-Dimethylcyclopropyl)-4-tert-butylbenzene CC1(C(C1)C1=CC=C(C=C1)C(C)(C)C)C